hydroxy-3-methoxy-[1,1'-biphenyl] OC1=C(C=CC=C1OC)C1=CC=CC=C1